(2Z)-6-[4-hydroxy-2-(trifluoromethyl)phenyl]-2-(hydroxyimino)-2,3-dihydro-1H-inden-1-one OC1=CC(=C(C=C1)C1=CC=C2C/C(/C(C2=C1)=O)=N/O)C(F)(F)F